N-methyl-2-phenoxy-N-(2-phenoxyethyl)ethan-1-amine CN(CCOC1=CC=CC=C1)CCOC1=CC=CC=C1